[N+](=O)([O-])C1=C2CNCC2=CC=C1 4-Nitroisoindoline